NC1=C(C2=C(S1)C(=CC=C2C2=C(C=C1C(=NC(=NC1=C2F)OC[C@]21CCCN1C[C@@H](C2)F)NCCCCC(=O)OC)Cl)F)C#N methyl 5-((7-(2-amino-3-cyano-7-fluorobenzo[b]thiophen-4-yl)-6-chloro-8-fluoro-2-(((2R,7aS)-2-fluorotetrahydro-1H-pyrrolizin-7a(5H)-yl)methoxy)quinazolin-4-yl)amino)pentanoate